O=C1NC(CCC1N1C(C2=C3C(C=CC=C13)=CC(=C2)C(=O)O)=O)=O 1-(2,6-dioxopiperidin-3-yl)-2-oxo-1,2-dihydrobenzo[cd]indole-4-carboxylic acid